(Z)-2-(3-amino-4-methoxybenzylidene)-6-((2,6-difluorobenzyl)sulfonyl)-2H-benzo[b][1,4]thiazin-3(4H)-one NC=1C=C(\C=C/2\C(NC3=C(S2)C=CC(=C3)S(=O)(=O)CC3=C(C=CC=C3F)F)=O)C=CC1OC